C1CCC2=C(C=3CCCC3C=C12)NC(=O)N[S@@](=O)(=NC(C1=CC=CC=C1)(C1=CC=CC=C1)C1=CC=CC=C1)C=1C=NN2C1OC[C@](C2)(C)OC (S,6R)-N-((1,2,3,5,6,7-hexahydro-s-indacen-4-yl)carbamoyl)-6-methoxy-6-methyl-N'-trityl-6,7-dihydro-5H-pyrazolo[5,1-b][1,3]oxazine-3-sulfonimidamide